ClC1=NC=C(C(=C1)N[C@H](CCO)C)C#CC=1C=NN(C1)CC(F)(F)F (S)-3-((2-Chloro-5-((1-(2,2,2-trifluoroethyl)-1H-pyrazol-4-yl)ethynyl)pyridin-4-yl)amino)butan-1-ol